CC1(CC(CC(C1)(C(=O)O)C)(C(=O)O)C)C(=O)O 1,3,5-trimethyl-1,3,5-cyclohexanetricarboxylic acid